trans-3-((4-((S)-2-Azido-1-methoxypropan-2-yl)-6-chloro-2,7-naphthyridin-1-yl)oxy)-N,N-dimethylcyclobutane-1-carboxamide N(=[N+]=[N-])[C@@](COC)(C)C1=CN=C(C2=CN=C(C=C12)Cl)O[C@@H]1C[C@H](C1)C(=O)N(C)C